N1(C=NC=C1)C1=CC(=CC(=N1)C(=O)NC1CCN(CC1)C(CN1CCOCC1)=O)C 6-(1H-Imidazol-1-yl)-4-methyl-N-(1-(2-morpholinoacetyl)piperidin-4-yl)picolinamide